N-(4-(5-(difluoromethyl)-1,3,4-oxadiazol-2-yl)-2-fluorobenzyl)-1-imino-N-(3-(thiazole-5-yl)phenyl)thiomorpholin-4-carboxamide 1-oxide FC(C1=NN=C(O1)C1=CC(=C(CN(C(=O)N2CCS(CC2)(=N)=O)C2=CC(=CC=C2)C2=CN=CS2)C=C1)F)F